CNCC1NC(NC2=CC=CC=C12)=O 4-((Methylamino)methyl)-3,4-dihydroquinazolin-2(1H)-one